COCCOC1=CC(=C(N)C=C1)[N+](=O)[O-] 4-(2-methoxyethoxy)-2-nitroaniline